2-(N-methylphenylamino)-1,4-naphthoquinone CN(C=1C(C2=CC=CC=C2C(C1)=O)=O)C1=CC=CC=C1